1-Bromoimidazo[1,5-a]pyrazine-3-carboxylic acid BrC=1N=C(N2C1C=NC=C2)C(=O)O